NC=1C2=C(N=CN1)N(C=C2)[C@@H]2C=C([C@H]1OC(O[C@H]12)(C)C)CCC1=CC=C2C=C(C(=NC2=C1)NCC1=CC=C(C=C1)OC)Cl 7-(2-((3aS,4R,6aR)-4-(4-amino-7H-pyrrolo[2,3-d]pyrimidin-7-yl)-2,2-dimethyl-3a,6a-dihydro-4H-cyclopenta[d][1,3]dioxol-6-yl)ethyl)-3-chloro-N-(4-methoxybenzyl)quinolin-2-amine